7-(3-chloro-5-fluoro-phenoxy)-4-(difluoromethylsulfonyl)indan-1-ol ClC=1C=C(OC=2C=CC(=C3CCC(C23)O)S(=O)(=O)C(F)F)C=C(C1)F